C(C(O)CC(=O)O)(=O)O.N1=C2C(=NC=C1)C(=NC=C2)N pyrido[3,4-b]pyrazin-5-amine malate